(2-chloro-phenyl)-methanol ClC1=C(C=CC=C1)CO